C(C)(C)(C)OC(=O)N[C@H](C(=O)OC(C)(C)C)CC(=C)C(N)=O tert-butyl (S)-2-((tert-butoxycarbonyl) amino)-4-carbamoylpent-4-enoate